C(C)[C@@]1(O)[C@H](O)[C@@H](OCC2=CC=CC=C2)[C@@H](OCC2=CC=CC=C2)[C@H](O1)C(O)C(CCC(=O)C)=O ethyl-3,4-di-O-benzyl-6-levulinyl-alpha-D-galactopyranose